4-(2-fluoro-4-nitrophenyl)-1-methyl-1,2,3,6-tetrahydropyridine FC1=C(C=CC(=C1)[N+](=O)[O-])C=1CCN(CC1)C